trifluoromethoxy-N-m-tolyl-[1,1'-biphenyl]-4-sulfonamide FC(OC1=C(C=CC(=C1)S(=O)(=O)NC=1C=C(C=CC1)C)C1=CC=CC=C1)(F)F